C(#N)[C@H](C)N1N=C(C(=C1)NC=1N=CC2=C(N1)N(C(=C2)C#N)[C@H]2COC[C@H]2C)OC(C)C 2-((1-((S)-1-cyanoethyl)-3-isopropoxy-1H-pyrazol-4-yl)amino)-7-((3R,4S)-4-methyltetrahydrofuran-3-yl)-7H-pyrrolo[2,3-d]pyrimidine-6-carbonitrile